Hexadecyl-succinic anhydride C(CCCCCCCCCCCCCCC)C1C(=O)OC(C1)=O